C(#N)C1=C(C=CC(=C1)F)SC=1C=2N(C=C(C1)C=1C=NN(C1C)[C@@H]1CN(CCC1)C#N)N=CC2C#N 4-(2-cyano-4-fluoro-phenyl)sulfanyl-6-[1-[(3S)-1-cyano-3-piperidyl]-5-methyl-pyrazol-4-yl]pyrazolo[1,5-a]pyridine-3-carbonitrile